4-((3,4-dihydro-7-hydroxy-2,4-dioxo-3-phenethyl-quinazolin-1(2H)-yl)methyl)-N-hydroxybenzoamide OC1=CC=C2C(N(C(N(C2=C1)CC1=CC=C(C(=O)NO)C=C1)=O)CCC1=CC=CC=C1)=O